ClC1=NC=C(C=C1NC(=O)N1CCC2=CC=CC=C12)C(NC)=O N-[2-chloro-5-(methylcarbamoyl)pyridin-3-yl]-2,3-dihydro-1H-indole-1-carboxamide